C1(CC1)C1=CC=C(C=C1)S(=O)(=O)NC=1C=C(C(=O)OC)C=CC1C methyl 3-((4-cyclopropylphenyl) sulfonylamino)-4-methylbenzoate